CC(C)(CC#C)NC(OC(C)(C)C)=O tert-butyl (2-methylpent-4-yn-2-yl)carbamate